3-(4-chloro-2-methyl-phenyl)sulfonyl-8-methoxy-4H-triazolo[1,5-a]quinazolin-5-one ClC1=CC(=C(C=C1)S(=O)(=O)C=1N=NN2C1NC(C1=CC=C(C=C21)OC)=O)C